OC(C)C=1C=C(C=C2C(N(C(=NC12)N1CCN(CC1)C(=O)OC(C)(C)C)C)=O)C tert-Butyl 4-(8-(1-hydroxyethyl)-3,6-dimethyl-4-oxo-3,4-dihydroquinazolin-2-yl)piperazine-1-carboxylate